3,7-dimethyl-1-[(3-methyloxetan-3-yl)methyl]Purine-2,6-dione CN1C(N(C(C=2N(C=NC12)C)=O)CC1(COC1)C)=O